C(C)(C)(C)OC(=O)N(C(CC(=O)O)C(N1CCCCC1)=O)CCC 3-[tert-butoxycarbonyl(propyl)amino]-4-oxo-4-(1-piperidyl)butanoic acid